C(=C)C=1C=C(C=CC1)[Mg]Cl 3-vinylphenyl-magnesium chloride